5-(2-hydroxyethoxy)cyclopentane OCCOC1CCCC1